C1(=CC=CC=C1)NC(CNC(=O)[C@]1([C@@H](CC[C@H](C1)C)C(C)C)O)=O (1s,2s,5r)-N-(2-phenylamino-2-oxo-ethyl)-1-hydroxy-2-isopropyl-5-methyl-cyclohexanecarboxamide